(R)-4-(3-Fluoropyridin-4-yl)-2-methyl-N-((2-methyl-2H-indazol-4-yl)methyl)piperazine-1-carboxamide FC=1C=NC=CC1N1C[C@H](N(CC1)C(=O)NCC=1C2=CN(N=C2C=CC1)C)C